N-[(6-amino-2-pyridyl)sulfonyl]-6-(6-isopropoxy-3-pyridyl)-2-(1-phenylethylamino)pyridine-3-carboxamide NC1=CC=CC(=N1)S(=O)(=O)NC(=O)C=1C(=NC(=CC1)C=1C=NC(=CC1)OC(C)C)NC(C)C1=CC=CC=C1